4-chloro-6-((2-methoxyphenyl)amino)pyrimidine-2-carbonitrile ClC1=NC(=NC(=C1)NC1=C(C=CC=C1)OC)C#N